N-(3-hydroxycyclohexyl)pyridine-2-carboxamide OC1CC(CCC1)NC(=O)C1=NC=CC=C1